CC1=CC=C(C=C1)C(C(CCCC)N1CCCC1)=O 4'-methyl-α-pyrrolidinohexanophenone